methyl 4-(benzyloxy)-5-((4-bromo-6-fluoro-1H-indol-5-yl)thio)-2-fluorobenzimidothioate hydroiodide I.C(C1=CC=CC=C1)OC1=CC(=C(C(=N)SC)C=C1SC=1C(=C2C=CNC2=CC1F)Br)F